BrC=1C(=NC=C(C(=O)OC)C1)NCCN1CCCC1 methyl 5-bromo-6-((2-(pyrrolidin-1-yl)ethyl)amino)nicotinate